(2S,4S)-4-[2-(2-acetylhydrazino)-2-oxo-ethoxy]-2-methyl-piperidine-1-carboxylic acid tert-butyl ester C(C)(C)(C)OC(=O)N1[C@H](C[C@H](CC1)OCC(=O)NNC(C)=O)C